C(C)(C)(C)C1CCN(CC1)CC1=C(C=C(CNC2=C3C(N(C(C3=CC=C2)=O)C2C(NC(CC2)=O)=O)=O)C=C1)C 4-(4-((4-tert-butylpiperidin-1-yl)methyl)-3-methylbenzylamino)-2-(2,6-dioxopiperidin-3-yl)isoindoline-1,3-dione